(4-methoxybenzyl)-3,6-dimethyl-1H-pyrazolo[3,4-b]Pyridin-4-ol COC1=CC=C(CN2N=C(C3=C2N=C(C=C3O)C)C)C=C1